BrC1=NN(C=C1C(C=1C(=NN(C1)C1CCC1)C#N)O)C 4-((3-bromo-1-methyl-1H-pyrazol-4-yl)(hydroxy)methyl)-1-cyclobutyl-1H-pyrazole-3-carbonitrile